1,2-diallyl-propane C(C=C)CC(C)CC=C